2,4-dimethylheptanediamine CC(C(N)N)CC(CCC)C